(S)-1-(4-fluorophenyl)-N-methylethane-1-amine FC1=CC=C(C=C1)[C@H](C)NC